FCC(CCC=C)N 1-Fluorohex-5-en-2-amine